The molecule is an N-acyl-1-O-beta-D-glucosyl-4-hydroxy-15-methylhexadecasphinganine in which the acyl group has 25 carbons and 0 double bonds. It derives from a 15-methylhexadecaphytosphingosine. CCCCCCCCCCCCCCCCCCCCCCCCC(=O)N[C@@H](CO[C@H]1[C@@H]([C@H]([C@@H]([C@H](O1)CO)O)O)O)[C@@H]([C@@H](CCCCCCCCCCC(C)C)O)O